C(C)ONC(C1=CN=C(C=C1NC1=C(C(=CC=C1)C1=NC=C(N=C1)C)OC)NC=1C=NC=C(C1)C(F)(F)F)=O N-Ethoxy-4-((2-methoxy-3-(5-methylpyrazin-2-yl)phenyl)amino)-6-((5-(trifluoromethyl)pyridine-3-yl)amino)nicotinamide